fluorosilaneAl F[SiH]=O